N-(tert-Butoxycarbonyl)-O-(cyclohexylmethyl)-L-serine C(C)(C)(C)OC(=O)N[C@@H](COCC1CCCCC1)C(=O)O